ethyl 1-cyclohexyl-1H-pyrazole-3-carboxylate C1(CCCCC1)N1N=C(C=C1)C(=O)OCC